N1=CNC2=C1C=CC=C2[C@@H](C)NC(=O)C2=CC1=CC=CC(=C1C=C2)C2=CC=C(C=C2)C(F)(F)F N-[(1R)-1-(3H-benzimidazol-4-yl)ethyl]-5-[4-(trifluoromethyl)phenyl]naphthalene-2-carboxamide